(azetidin-3-yl)carbamic acid tert-butyl ester hydrochloride Cl.C(C)(C)(C)OC(NC1CNC1)=O